C(C1=CC=CC=C1)N1CCC=2C=CC(NC2C1)=O 7-Benzyl-1,5,6,8-tetrahydro-1,7-naphthyridin-2-one